N-[1-[5-bromo-2-(5-chloro-2-pyridyl)-1,2,4-triazol-3-yl]ethyl]-3-chloro-5-(trifluoromethyl)benzamide BrC=1N=C(N(N1)C1=NC=C(C=C1)Cl)C(C)NC(C1=CC(=CC(=C1)C(F)(F)F)Cl)=O